N-((3-fluoropyridin-2-yl)methyl)-2-(2-((2-(1-phenyl-1H-benzo[d]imidazol-2-yl)ethyl)-amino)ethyl)oxazolo[4,5-c]pyridin-4-amine FC=1C(=NC=CC1)CNC1=NC=CC2=C1N=C(O2)CCNCCC2=NC1=C(N2C2=CC=CC=C2)C=CC=C1